ClC1=CC(=NC=C1Cl)CN1C(N(C=2N=CN(C2C1=O)C)C)=O ((4,5-dichloropyridin-2-yl)methyl)-3,7-dimethyl-1H-purine-2,6(3H,7H)-dione